NC1=NC=C(C=N1)NC(=O)NC(C(F)(F)F)C1=NC2=C(N1C)C=C(C=C2F)F 1-(2-aminopyrimidin-5-yl)-3-[1-(4,6-difluoro-1-methyl-1,3-benzodiazol-2-yl)-2,2,2-trifluoroethyl]urea